(non-8-yn-1-yl)-1H-pyrazole-5-carboxylic acid C(CCCCCCC#C)N1N=CC=C1C(=O)O